O=C1NC(CCC1C=1C=C(CN2C[C@@H](CCC2)C2=CC=C(C=C2)N2N=C3C(=CC=CC3=C2)C(=O)N)C=CC1)=O 2-(4-((3S)-1-(3-(2,6-dioxopiperidin-3-yl)benzyl)piperidin-3-yl)phenyl)-2H-indazole-7-carboxamide